tertbutyl (6-chloro-4-isopropylquinolin-3-yl)carbamate ClC=1C=C2C(=C(C=NC2=CC1)NC(OC(C)(C)C)=O)C(C)C